N(=C=S)C1=CC=C(C=C1)OC(F)(F)F 1-isothiocyanato-4-(trifluoromethoxy)benzene